FC(OC1=NC2=CC(=CC(=C2N=C1)C=1SC2=C(N1)C=CC(=C2)OCC=2N=CSC2)C)F 2-(2-(difluoromethoxy)-7-methylquinoxalin-5-yl)-6-(thiazol-4-ylmethoxy)benzo[d]thiazole